C(C=C)(=O)OOC methoxyl acrylate